dimethyl[1,3]oxazolo[5,4-b]pyridine CC1=CC=C2C(=N1)OC(=N2)C